mercaptoacetic acid, methyl ester SCC(=O)OC